(R)-8-bromo-4-methyl-4H-imidazo[1,5,4-de]quinoxalin-5(6H)-one BrC=1C=C2C=3N([C@@H](C(NC3C1)=O)C)C=N2